N-[4-[(6,7-dimethoxy-1,5-naphthyridin-4-yl)oxy]phenyl]-8-oxo-7-thiophen-2-yl-3,4-dihydro-1H-pyrido[2,1-c][1,4]oxazine-9-carboxamide COC=1N=C2C(=CC=NC2=CC1OC)OC1=CC=C(C=C1)NC(=O)C=1C(C(=CN2C1COCC2)C=2SC=CC2)=O